2-(hydroxyimino)-N1,N3-Di-o-tolylpropanediamide ON=C(C(=O)NC1=C(C=CC=C1)C)C(=O)NC1=C(C=CC=C1)C